COC1=CC=C(CN(C(O)=O)C2=CC=C(C=C2)[C@@H]2N(CC(NC2)=O)C)C=C1.ClC=1C(=CC(=C(N)C1)F)C1=CC(=NC=C1)COC 5-chloro-2-fluoro-4-(2-(methoxymethyl)pyridin-4-yl)aniline 4-methoxybenzyl-(S)-(4-(1-methyl-5-oxopiperazin-2-yl)phenyl)carbamate